C[Si](C(C(=O)OCCC)C)(OCC)C propyl α-dimethylethoxysilylpropionate